ClC=1C(=NC(=NC1)NC1=C(C=C(C=C1)C(=O)N1CCOCC1)OC)C=1C=NN(C1)CCC#N 3-(4-(5-chloro-2-((2-methoxy-4-(morpholine-4-carbonyl)phenyl)amino)pyrimidin-4-yl)-1H-pyrazolyl)propanenitrile